COC=1N=CC(=C2C1N(C(=C2)CN2C[C@H](CCC2)C)S(=O)(=O)C2=CC=C(C=C2)C)S(=O)(=O)C 7-methoxy-2-[[(3S)-3-methyl-1-piperidinyl]methyl]-4-methylsulfonyl-1-(p-tolylsulfonyl)pyrrolo[2,3-c]pyridine